C(#N)C1=CNC2=C(C=CC(=C12)C)NS(=O)(=O)C=1C=C(C(=O)NCCC2=CC=C(C=C2)OCCC(C)C)C=CC1 3-(N-(3-cyano-4-methyl-1H-indol-7-yl)sulfamoyl)-N-(4-(isopentyloxy)phenethyl)benzamide